2-bromo-6-allyloxynaphthalene BrC1=CC2=CC=C(C=C2C=C1)OCC=C